ethyl 2-bromo-2-(5-(cyclopropylmethyl)-2-(methoxymethyl)phenyl)acetate BrC(C(=O)OCC)C1=C(C=CC(=C1)CC1CC1)COC